(S)-N-(5-(4-amino-1-(1-(3-chloro-6-(3-fluorophenyl)-5-oxo-5H-thiazolo[3,2-a]pyridin-7-yl)ethyl)-1H-pyrazolo[3,4-d]pyrimidin-3-yl)-2-methoxyphenyl)methanesulfonamide NC1=C2C(=NC=N1)N(N=C2C=2C=CC(=C(C2)NS(=O)(=O)C)OC)[C@@H](C)C=2C=C1N(C(C2C2=CC(=CC=C2)F)=O)C(=CS1)Cl